FC(OC=1C=NC=CC1SC=1N=C2C(=NC1)NC(=N2)N2CCC1(CC2)[C@@H](C2=CC=CC=C2C1)N)(F)F (S)-1'-(5-((3-(trifluoromethoxy)pyridin-4-yl)thio)-1H-imidazo[4,5-b]pyrazin-2-yl)-1,3-dihydrospiro[indene-2,4'-piperidin]-1-amine